ClC1=C(C=C(C=C1)Cl)[C@H](CCN(C(C(=O)O)C1=C(C(=CC=C1)C)C1CCC(CC1)OC(F)F)C)C1CCN(CC1)C 2-(((R)-3-(2,5-dichlorophenyl)-3-(1-methylpiperidin-4-yl)propyl)(methyl)amino)-2-(2-((1r,4R)-4-(difluoromethoxy)cyclohexyl)-3-methylphenyl)acetic acid